C(CCCCCCCCC)O decan-ol